1-bromo-2-(ethynyloxy)-4,5-difluorobenzene BrC1=C(C=C(C(=C1)F)F)OC#C